N1CC[C@H]2NCCC[C@H]21 (3aR,7aR)-octahydro-1H-pyrrolo[3,2-b]pyridine